C(C)(=O)O[C@@H]1CC2=CC[C@H]3[C@@H]4CC(=C([C@@]4(C)CC[C@@H]3[C@]2(CC1)C)N1C=NC2=C1C=CC(=C2)OC)C=O 3β-Acetoxy-17-(5-methoxy-1H-benzimidazol-1-yl)-16-formylandrosta-5,16-diene